Di-Tert-Butyl 2-(imidazo[1,2-a]pyridin-3-yl)piperazine-1,4-dicarboxylate N=1C=C(N2C1C=CC=C2)C2N(CCN(C2)C(=O)OC(C)(C)C)C(=O)OC(C)(C)C